N(C1=CC=CC=C1)CC(C#CC=1C2=C(C(N(C1)C)=O)NC(=C2C(=O)OCC)C)(C)O ethyl 4-(4-anilino-3-hydroxy-3-methyl-but-1-ynyl)-2,6-dimethyl-7-oxo-1H-pyrrolo[2,3-c]pyridine-3-carboxylate